C1CC12N(CCC2)CCNC(C2=CN=C(C(=C2)NC2=NN(C1=NC(=NC=C12)NC=1C=NN(C1)C)C)C)=O N-(2-(4-azaspiro[2.4]heptan-4-yl)ethyl)-6-methyl-5-((1-methyl-6-((1-methyl-1H-pyrazol-4-yl)amino)-1H-pyrazolo[3,4-d]pyrimidin-3-yl)amino)nicotinamide